Benzaldehyde-4-bromobenzoyl hydrazone BrC1=CC=C(C(=O)NN=CC2=CC=CC=C2)C=C1